N(C(=N)N)CC1(CC1)C(=O)O 1-(carbamimidamido-methyl)cyclopropane-1-carboxylic acid